(1R,5S)-1-((4-isopropyl-phenyl)sulfonyl)-3-oxabicyclo[3.1.0]hexan-2-one C(C)(C)C1=CC=C(C=C1)S(=O)(=O)[C@]12C(OC[C@@H]2C1)=O